O1C(=NC=C1)CN1CCCCC1 [(1,3-oxazol-2-yl)methyl]piperidin